C[C@@H](CC)NC(=O)C1=CC(=CC(=N1)NC(=S)NC(OCC)=O)Cl Ethyl [(6-{[(2S)-butan-2-yl]carbamoyl}-4-chloropyridin-2-yl)carbamothioyl]carbamate